6-(2-(1H-tetrazol-5-yl)phenyl)-N2-benzyl-N4-(2-fluoro-4-methylphenyl)-N2-isobutylpyridine-2,4-diamine N1N=NN=C1C1=C(C=CC=C1)C1=CC(=CC(=N1)N(CC(C)C)CC1=CC=CC=C1)NC1=C(C=C(C=C1)C)F